N-[4-(5-cyano-2-methyl-pyrazol-3-yl)-2,7-naphthyridin-1-yl]-2,2,2-trifluoro-N-[(5-fluoro-2,3-dihydrobenzofuran-4-yl)methyl]acetamide C(#N)C=1C=C(N(N1)C)C1=CN=C(C2=CN=CC=C12)N(C(C(F)(F)F)=O)CC1=C(C=CC2=C1CCO2)F